C=1N=CN2C1C(=NC=C2)N2CCC1(CN(C(N1)=O)CC(=O)O)CC2 2-(8-imidazo[1,5-a]pyrazin-8-yl-2-oxo-1,3,8-triazaspiro[4.5]decan-3-yl)acetic acid